ClC1=C(C=CC=C1)C1=NC=NC=C1C(=O)NC1=CC(=CC=C1)C#N 4-(2-chlorophenyl)-N-(3-cyanophenyl)pyrimidine-5-carboxamide